tert-butyl 4-[(2S,3S)-2-(2-chloro-5-fluoro-3-methyl-phenyl)-1-[2-[3-cyclopropyl-5-(trifluoromethyl)pyrazol-1-yl]acetyl]pyrrolidin-3-yl]piperazine-1-carboxylate ClC1=C(C=C(C=C1C)F)[C@@H]1N(CC[C@@H]1N1CCN(CC1)C(=O)OC(C)(C)C)C(CN1N=C(C=C1C(F)(F)F)C1CC1)=O